ClC1=C(C=C(C=C1N1C[C@@H](N([C@H](C1)C)CCOC)C)C#N)NC1=NC=2N(C(=N1)NC1CC1)N=CC2C#N 2-((2-chloro-5-cyano-3-((3S,5S)-4-(2-methoxyethyl)-3,5-dimethylpiperazin-1-yl)phenyl)amino)-4-(cyclopropylamino)pyrazolo[1,5-a][1,3,5]triazine-8-carbonitrile